[N+](=O)([O-])C1=CC=C(C=C1)[C@H](C)N (S)-1-(4-nitrophenyl)ethylamine